O[C@@H](C(=O)OC)CC methyl (R)-2-hydroxybutyrate